CN1C(=NC=C1)NC(=O)C1=CC2=C(NC(=N2)C2=CC(=CC=C2)C2(COC2)CC2=NN=CN2C)C(=C1)C(F)(F)F N-(1-Methyl-1H-imidazol-2-yl)-2-(3-(3-((4-methyl-4H-1,2,4-triazol-3-yl)methyl)oxetan-3-yl)phenyl)-7-(trifluoromethyl)-1H-benzo[d]imidazole-5-carboxamide